O=C1N(CCC(N1)=O)CC1=C(C(=O)O)C=CN=C1 ((2,4-dioxotetrahydropyrimidin-1(2H)-yl)methyl)isonicotinic acid